[13CH]12CC3CC(CC(C1)C3)C2 adamantane-13C